2-(1-Oxo-5-phenylisoindolin-2-yl)-2-phenyl-N-(thiazol-2-yl)acetamide O=C1N(CC2=CC(=CC=C12)C1=CC=CC=C1)C(C(=O)NC=1SC=CN1)C1=CC=CC=C1